5-(3-methyloctadecan-3-yl)oxazol-2(3H)-one CC(CC)(CCCCCCCCCCCCCCC)C1=CNC(O1)=O